3-ethyl-2-methylpyrazolo[1,5-a]pyrimidine-6-carbonitrile C(C)C=1C(=NN2C1N=CC(=C2)C#N)C